bis(3-silylpropyl)silane [SiH3]CCC[SiH2]CCC[SiH3]